NC1=NC2=CC=C(C=C2C=N1)C=1C=C(C=CC1C)C1=C(C(=O)N)C=CC(=C1C(F)(F)F)CN1CCN(CC1)C (3-(2-aminoquinazolin-6-yl)-4-methylphenyl)-4-((4-methylpiperazin-1-yl)methyl)-3-(trifluoromethyl)benzamide